C([C@H](O)C(C)(C)CO)(=O)O (+)-Pantoic acid